BrC1=C(C=C(CN2CCN(CC2)C)C=C1)OC 1-(4-bromo-3-methoxybenzyl)-4-methylpiperazine